2-[[3-amino-4-(7-fluoro-1H-indazol-4-yl)-2-oxo-1H-1,7-phenanthroline-6-yl]oxy]acetonitrile NC=1C(NC2=C3C=CC=NC3=C(C=C2C1C1=C2C=NNC2=C(C=C1)F)OCC#N)=O